17-acetoxy-5alpha-androst-2,16-diene C(C)(=O)OC=1[C@]2(C)[C@@H](CC1)[C@@H]1CC[C@H]3CC=CC[C@]3(C)[C@H]1CC2